(8S)-4-[benzyl-[(2,4-dimethoxyphenyl)methyl]amino]-2-(2-methyl-4-nitro-indol-1-yl)-5,6,7,8-tetrahydroquinazolin-8-ol C(C1=CC=CC=C1)N(C1=NC(=NC=2[C@H](CCCC12)O)N1C(=CC2=C(C=CC=C12)[N+](=O)[O-])C)CC1=C(C=C(C=C1)OC)OC